4-(5-(bis(thiophen-2-ylmethyl)amino)-5-oxopentyl)piperazine-1-carboxylic acid benzyl ester C(C1=CC=CC=C1)OC(=O)N1CCN(CC1)CCCCC(=O)N(CC=1SC=CC1)CC=1SC=CC1